1-(4-bromobutyl)-4-vinylbenzene BrCCCCC1=CC=C(C=C1)C=C